C1(CC1)NC(=O)C1=NNC(=C1)[N+](=O)[O-] N-cyclopropyl-5-nitro-1H-pyrazole-3-carboxamide